ClC1=CC=C(C=C1)C=1C(=NN(C1OC)C1=CC=C(C=N1)S(=O)(=O)NC(C)=O)C N-((6-(4-(4-chlorophenyl)-5-methoxy-3-methyl-1H-pyrazol-1-yl)pyridin-3-yl)sulfonyl)acetamide